2-cyano-N-[2-[3-(2,5-dioxopyrrol-1-yl)propionylamino]ethyl]-3,3-diphenyl-prop-2-enamide C(#N)C(C(=O)NCCNC(CCN1C(C=CC1=O)=O)=O)=C(C1=CC=CC=C1)C1=CC=CC=C1